ClC=1C=CC2=C(N=C(O2)C2CC3(CC(C3)NC(=O)C=3SC(=CC3)S(=O)(=O)C)C2)C1 N-[6-(5-chloro-1,3-benzoxazol-2-yl)spiro[3.3]heptane-2-yl]-5-methylsulfonyl-thiophene-2-carboxamide